C1=CC=CC=2C3=CC=CC=C3N(C12)C1=CC=2C=3C4=C(C=CC3NC2C=C1)C=CC=C4 10-(9H-carbazol-9-yl)-7H-benzo[c]carbazole